1-(5-Amino-2-pyridyl)-2-(3-bromophenyl)-2-methyl-propan-1-one NC=1C=CC(=NC1)C(C(C)(C)C1=CC(=CC=C1)Br)=O